OCC(CO)N(C(OC(C)(C)C)=O)CC1=CC=NN1 tert-butyl (1,3-dihydroxypropan-2-yl)(1H-pyrazol-5-ylmethyl)carbamate